N-({7-methylimidazo[1,2-a]pyridin-2-yl}methyl)-1H-indazole-4-carboxamide CC1=CC=2N(C=C1)C=C(N2)CNC(=O)C=2C=1C=NNC1C=CC2